ClC1=CC(=CC=N1)C=1C=NN(C1)C 6-chloro-4-(1-methyl-1H-pyrazol-4-yl)pyridine